OC(C(O)(O)O)CC bis-hydroxybutanediol